BrC=1C(=CC(=C(C(=O)OCC)C1)O)Cl Ethyl 5-bromo-4-chloro-2-hydroxybenzoate